C1(=CC=CC=C1)C1=CC(=NC=C1)C1=CC(=C(C=C1)O)B1OC(C(O1)(C)C)(C)C 4-(4-Phenylpyridin-2-yl)-2-(4,4,5,5-tetramethyl-1,3,2-dioxaborolan-2-yl)phenol